S(=O)(=O)(O)O.C[C@@]12[C@H](CC[C@H]1[C@@H]1CC[C@H]3C[C@@H](CC[C@]3(C)[C@H]1CC2)O)O 5alpha-androstan-3alpha,17beta-diol monosulfate